[C@H]12N(CCC[C@@H]2C1)C1=NC(=CC(=N1)NC(C1=C(C=C(C=C1)NS(=O)(=O)CCO)N1CCC2(CC2)CC1)=O)C N-(2-((1S,6R)-2-Azabicyclo[4.1.0]heptan-2-yl)-6-methylpyrimidin-4-yl)-4-((2-hydroxyethyl)sulfonamido)-2-(6-azaspiro[2.5]octan-6-yl)benzamide